D-aspartic acid β-tert-butyl ester CC(C)(C)OC(=O)C[C@H](C(=O)O)N